N'-((1,2,3,5,6,7-hexahydro-s-indacen-4-yl)(methyl)-carbamoyl)-2-(2-hydroxy-propan-2-yl)-N-methyl-thiazole-5-sulfonimidamide C1CCC2=C(C=3CCCC3C=C12)N(C(=O)N=S(=O)(NC)C1=CN=C(S1)C(C)(C)O)C